N-((1R,3r,5S,6r)-3-(6-chloro-1H-indazol-4-yl)-3-hydroxybicyclo[3.1.0]hexan-6-yl)-3,3,3-trifluoropropanamide ClC1=CC(=C2C=NNC2=C1)C1(C[C@H]2C([C@H]2C1)NC(CC(F)(F)F)=O)O